4,4'-[2,2,2-trifluoro-1-(trifluoromethyl)-ethylidene]bis(2-aminophenol) FC(C(C(F)(F)F)(C1=CC(=C(C=C1)O)N)C1=CC(=C(C=C1)O)N)(F)F